COC1=CC=C(C=C1)CN1C[C@@H](N(S1(=O)=O)C=1C=NN2C1CN([C@H](C2)C)C(=O)OC(C)(C)C)C tert-butyl (6S)-3-[(3S)-5-[(4-methoxyphenyl) methyl]-3-methyl-1,1-dioxo-1,2,5-thiadiazolidin-2-yl]-6-methyl-6,7-dihydro-4H-pyrazolo[1,5-a]pyrazine-5-carboxylate